FC1=CC=C(C=C1)[C@@H]1N(CCC2=CC=CC=C12)C(=O)[C@H]1CN(CCO1)C(=O)OC(C)(C)C tert-butyl (R)-2-((S)-1-(4-fluorophenyl)-1,2,3,4-tetrahydroisoquinoline-2-carbonyl)morpholine-4-carboxylate